CN1N=C2CN(CCC2=C1C1=CC=CC=C1)C(=O)C1=CC=CC=2NC(=NC21)C(F)(F)F (2-methyl-3-phenyl-2,4,5,7-tetrahydro-6H-pyrazolo[3,4-c]pyridin-6-yl)(2-(trifluoromethyl)-1H-benzo[d]imidazol-4-yl)methanone